(5E)-7-oxo-5-heptenoic acid methyl ester COC(CCC\C=C\C=O)=O